1,2-dimethyl-4-pentenylamine CC(C(CC=C)C)N